NCC1=C(C2=C(OCCO2)C(=C1)CN)N1CCNCC1 6,8-Bis(aminomethyl)-5-(piperazin-1-yl)-2,3-dihydro-1,4-benzodioxine